P(=O)(OC[C@]1(O[C@H]([C@@H]([C@@H]1O)O)C1=CC=C2C(=NC=NN21)N)C#N)(OC2CCCC2)OC2=CC=C(C=C2)[N+](=O)[O-] ((2R,3S,4R,5S)-5-(4-aminopyrrolo[2,1-f][1,2,4]triazin-7-yl)-2-cyano-3,4-dihydroxytetrahydrofuran-2-yl)methyl cyclopentyl (4-nitrophenyl) phosphate